(S)-Ethyl 3-(6-methoxypyridin-3-yl)-3-(2-azaspiro[3.3]heptane-6-carboxamido)propanoate COC1=CC=C(C=N1)[C@H](CC(=O)OCC)NC(=O)C1CC2(CNC2)C1